Sulfosalicylic Acid Dihydrate O.O.OC(=O)C=1C(O)=CC=C(S(=O)(=O)O)C1